tert-butyl (R)-3-(4-((3-chloro-2-fluorophenyl)amino)quinazolin-6-yl)pyrrolidine-1-carboxylate tert-Butyl-3-[4-(3-chloro-2-fluoro-anilino)quinazolin-6-yl]pyrrolidine-1-carboxylate C(C)(C)(C)OC(=O)N1CC(CC1)C=1C=C2C(=NC=NC2=CC1)NC1=C(C(=CC=C1)Cl)F.ClC=1C(=C(C=CC1)NC1=NC=NC2=CC=C(C=C12)[C@@H]1CN(CC1)C(=O)OC(C)(C)C)F